(S)-N1-[3,5-Bis(trifluoromethyl)phenyl]-N2-(2,4-dichlorobenzyl)-5-oxopyrrolidine-1,2-dicarboxamide FC(C=1C=C(C=C(C1)C(F)(F)F)NC(=O)N1[C@@H](CCC1=O)C(=O)NCC1=C(C=C(C=C1)Cl)Cl)(F)F